[5-fluoro-3-methyl-2-oxo-3-[(3R)-3-(3-fluorosulfonyloxyanilino)-1-piperidyl]indolin-7-yl]carbamate FC=1C=C2C(C(NC2=C(C1)NC([O-])=O)=O)(N1C[C@@H](CCC1)NC1=CC(=CC=C1)OS(=O)(=O)F)C